N-(2-chloro-3-(trifluoro-methyl)benzyl)-5-fluoro-8-hydroxy-8-((methylamino)methyl)-5,6,7,8-tetrahydroquinoline-5-carboxamide ClC1=C(CNC(=O)C2(C=3C=CC=NC3C(CC2)(CNC)O)F)C=CC=C1C(F)(F)F